tert-Butyl N-[1-[3-(2,6-dioxo-3-piperidyl)-1-methyl-indazol-6-yl]azetidin-3-yl]carbamate O=C1NC(CCC1C1=NN(C2=CC(=CC=C12)N1CC(C1)NC(OC(C)(C)C)=O)C)=O